CC(C)(OC(=O)NCCNC(O)=O)C N-[2-[[(1,1-dimethylethoxy)carbonyl]amino]ethyl]carbamic acid